NC(CC1=CN(C2=CC=CC=C12)C(=O)OC(C)(C)C)=O tert-butyl 3-(2-amino-2-oxoethyl)-1H-indole-1-carboxylate